ClC=1C(=NC=CC1OC1=CC=C(C=N1)NC(=O)C1=CN(N=C(C1=O)C1=CC=C(C=C1)F)C(C)C)N=C(C1=CC=CC=C1)C1=CC=CC=C1 N-(6-((3-chloro-2-((diphenylmethylene)amino)pyridin-4-yl)oxy)pyridin-3-yl)-6-(4-fluorophenyl)-2-isopropyl-5-oxo-2,5-dihydropyridazine-4-carboxamide